6-fluoro-1-methyl-5-(4,4,5,5-tetramethyl-1,3,2-dioxaborolan-2-yl)-1H-indazole FC1=C(C=C2C=NN(C2=C1)C)B1OC(C(O1)(C)C)(C)C